5-Chloro-3-(4-fluoro-3-trifluoromethyl-phenyl)-6-methyl-7,8-dihydro-6H-9-oxa-1,2,3a,4,6-pentaaza-cyclopenta[a]naphthalene ClC1=NN2C(C=3OCCN(C13)C)=NN=C2C2=CC(=C(C=C2)F)C(F)(F)F